dihydro-1H-imidazo[1,2-a]benzimidazole N1CCN2C1=NC1=C2C=CC=C1